2-[1-[(4-ethylphenyl)methyl]-5-oxopyrrolidin-2-yl]-N-methyl-N-phenylacetamid C(C)C1=CC=C(C=C1)CN1C(CCC1=O)CC(=O)N(C1=CC=CC=C1)C